2-fluoro-4-((1-phenylcyclopropyl)amino)-N-(thiazol-2-yl)benzenesulfonamide FC1=C(C=CC(=C1)NC1(CC1)C1=CC=CC=C1)S(=O)(=O)NC=1SC=CN1